(4S)-N-((R)-(4-chloro-2,5-difluorophenyl)(cyclopropyl)methyl)-4-fluoro-1-((6-(methylsulfonyl)-3-pyridinyl)carbonyl)-D-prolinamide ClC1=CC(=C(C=C1F)[C@H](NC([C@@H]1N(C[C@H](C1)F)C(=O)C=1C=NC(=CC1)S(=O)(=O)C)=O)C1CC1)F